C1(CCCC1)OC1=CC=C(C=C1)NC=1C2=C(N=C(N1)N1C[C@H](OCC1)C)C(N(C2)C(C)C)=O 4-{[4-(cyclopentyloxy)phenyl]amino}-2-[(2R)-2-methylmorpholin-4-yl]-6-(propan-2-yl)-5,6-dihydro-7H-pyrrolo[3,4-d]pyrimidin-7-one